1,2-bis(6-amino-2-naphthyloxy)ethane NC=1C=C2C=CC(=CC2=CC1)OCCOC1=CC2=CC=C(C=C2C=C1)N